ClC1=C(C(=C(C=2OC=3C(C21)=C(C(=C(C3[2H])[2H])C3=C(C(=C(C(=C3[2H])[2H])[2H])[2H])[2H])[2H])[2H])[2H])[2H] 1-chloro-8-(phenyl-d5)dibenzo[b,d]furan-2,3,4,6,7,9-d6